rac-N-[(5R,6S)-5-[(3'-fluoro[1,1'-biphenyl]-3-yl)methyl]-4-oxo-3-(propan-2-yl)-3,4,5,6,7,8-hexahydroquinazolin-6-yl]ethanesulfonamide FC=1C=C(C=CC1)C1=CC(=CC=C1)C[C@@H]1C=2C(N(C=NC2CC[C@@H]1NS(=O)(=O)CC)C(C)C)=O |r|